4,4-dimethyl-heptanediol CC(CCC(O)O)(CCC)C